tert-butyl ((6-cyclopropyl-8-(4-methyl-2,5-dioxopiperazin-1-yl)imidazo[1,2-a]pyridin-2-yl)methyl)carbamate C1(CC1)C=1C=C(C=2N(C1)C=C(N2)CNC(OC(C)(C)C)=O)N2C(CN(C(C2)=O)C)=O